3,5,7-trimethyladamantane-1-carboxylate CC12CC3(CC(CC(C1)(C3)C)(C2)C)C(=O)[O-]